C(C)NC1=C2C(=NC(=C1)NC1=C(C=C3CN(C(C3=C1)=O)C)OC)NC=C2C(F)(F)F 6-((4-(ethylamino)-3-(trifluoromethyl)-1H-pyrrolo[2,3-b]pyridin-6-yl)amino)-5-methoxy-2-methylisoindolin-1-one